6-Cyclobutoxy-2,2-dimethyl-N-(6-(1-methyl-1H-pyrazol-4-yl)pyridin-2-yl)-2,3-dihydrofuro[2,3-b]pyridine-5-carboxamide C1(CCC1)OC1=C(C=C2C(=N1)OC(C2)(C)C)C(=O)NC2=NC(=CC=C2)C=2C=NN(C2)C